7,10-Difluoro-5-methyl-1,5,10,10a-tetrahydropyrrolo[1,2-b]isoquinolin FC=1C=CC=2C(C3N(C(C2C1)C)C=CC3)F